C(C=C)C=1C=C(C(=C(C#N)C1)CO)C1=CC2=C(NC(=N2)C)C=C1 5-allyl-2-(hydroxymethyl)-3-(2-methyl-1H-benzimidazol-5-yl)benzonitrile